3,5-dibromo-6-methylpyridin-2-amine BrC=1C(=NC(=C(C1)Br)C)N